COC(CCC)(S(=O)(=O)[O-])F methoxy-1-fluoro-1-butanesulfonate